ClC=1C=C(C(NN1)=O)O 6-chloro-4-hydroxypyridazin-3(2H)-one